N(C(=O)N)C1=NC=CC(C1)=O ureido-4-pyridone